Methyl 1-ethyl-6-oxo-1,6-dihydropyridazine-3-carboxylate C(C)N1N=C(C=CC1=O)C(=O)OC